O.Cl.FC([C@](N)(CCCN)C(=O)O)F (+)-2-(difluoromethyl)ornithine monohydrochloride monohydrate